2-((4-chloro-5-(ethoxymethyl)pyrimidin-2-yl)oxy)-1-fluoro-5,6,8,9,10,11-hexahydro-7H-pyrido[3',4':4,5]pyrrolo[2,3-f]isoquinolin-7-one ClC1=NC(=NC=C1COCC)OC=1N=CC=2CCC3=C(C2C1F)NC1=C3C(NCC1)=O